N[C@@H](C)C=1N(C(C2=C(C=CC=C2C1)C#CC=1C=NN(C1)C1COC1)=O)C1=CC=CC=C1 (S)-3-(1-aminoethyl)-8-((1-(oxetan-3-yl)-1H-pyrazol-4-yl)ethynyl)-2-phenylisoquinolin-1(2H)-one